2-butyl-4-(3,5-difluoro-4-((1-(piperidin-4-ylmethyl)piperidin-4-yl)oxy)phenyl)-2,7-naphthyridin C(CCC)N1CC2=CN=CC=C2C(=C1)C1=CC(=C(C(=C1)F)OC1CCN(CC1)CC1CCNCC1)F